ClC=1C2=C(N=CN1)OC(=C2)I 4-chloro-6-iodo-furo[2,3-d]pyrimidine